N-[1-[3-chloro-5-(2,7-dimethyl-4,5,6,7-tetrahydropyrazolo[3,4-c]pyridin-3-yl)phenyl]cyclopropyl]-methanesulfonamide ClC=1C=C(C=C(C1)C=1N(N=C2C(NCCC21)C)C)C2(CC2)NS(=O)(=O)C